(3-(((1R,4R)-4-Aminocyclohexyl)methyl)-1,2,3-oxadiazol-3-ium-5-yl)((3-(2-oxo-3-phenylpyrrolidin-1-yl)-5-(trifluoromethyl)-phenyl)carbamoyl)amide NC1CCC(CC1)C[N+]1=NOC(=C1)[N-]C(NC1=CC(=CC(=C1)C(F)(F)F)N1C(C(CC1)C1=CC=CC=C1)=O)=O